BrC1=CC=2NC(N(C(C2S1)=O)C1=CN=CC2=CC=CC(=C12)F)=O 6-bromo-3-(5-fluoro-4-isoquinolyl)-1H-thieno[3,2-d]pyrimidine-2,4-dione